N=1C=CN2N=C(C=CC21)C=O imidazo[1,2-b]pyridazin-6-yl-methanone